CON(C(=O)C1CCN(CC1)C1(CC1)C(F)(F)F)C N-methoxy-N-methyl-1-(1-(trifluoromethyl)cyclopropyl)piperidine-4-carboxamide